C(OC(C)(C)C)(OCCOC1=NC=C(C(=C1)C)N1C(N(C2=C1C=CC=C2)CC2CCC(CC2)NC(C2=C(N=CC(=C2)Cl)C(F)(F)F)=O)=O)=O tert-butyl (2-((5-(3-(((1r,4r)-4-(5-chloro-2-(trifluoromethyl)nicotinamido)cyclohexyl)methyl)-2-oxo-2,3-dihydro-1H-benzo[d]imidazol-1-yl)-4-methylpyridin-2-yl)oxy)ethyl) carbonate